2-[1-(cyclopropylmethyl)-1H-pyrrolo[2,3-b]pyridin-2-yl]-7-(difluoromethoxy)-1-methyl-1H-1,3-benzodiazole-5-carboxylic acid C1(CC1)CN1C(=CC=2C1=NC=CC2)C2=NC1=C(N2C)C(=CC(=C1)C(=O)O)OC(F)F